1-(2-amino-3-bromo-5-(5-fluoro-6-methoxypyridin-3-yl)phenyl)ethan-1-one NC1=C(C=C(C=C1Br)C=1C=NC(=C(C1)F)OC)C(C)=O